4-[4-[(2-Bromophenyl)methyl]piperazine-1-yl]-N-[3-methyl-4-(2-phenylsulfanylethylamino)phenyl]sulfonylbenzamide BrC1=C(C=CC=C1)CN1CCN(CC1)C1=CC=C(C(=O)NS(=O)(=O)C2=CC(=C(C=C2)NCCSC2=CC=CC=C2)C)C=C1